C1(CC1)C1=CC(=CC(=N1)C=1OC2=C(N1)C=C(C=C2C)CN(C)CC2(CCC2)O)C2=C(C=C(C=C2)F)C2=NN=CN2C 1-({[(2-{6-Cyclopropyl-4-[4-fluoro-2-(4-methyl-1,2,4-triazol-3-yl)phenyl]pyridin-2-yl}-7-methyl-1,3-benzoxazol-5-yl)methyl](methyl)amino}methyl)cyclobutan-1-ol